C(C)(C)(C)OC(=O)N1CC2CC2CC1 3-[(tert-butoxy)carbonyl]-3-azabicyclo[4.1.0]heptan